3-(1-cyano-1-methyl-ethyl)-N-[1-(3-pyrazin-2-ylpyrazin-2-yl)ethyl]-5-(trifluoromethyl)benzamide C(#N)C(C)(C)C=1C=C(C(=O)NC(C)C2=NC=CN=C2C2=NC=CN=C2)C=C(C1)C(F)(F)F